N1(CCC1)CCNC1=NN(C(C2=CC=CC=C12)=O)C 4-((2-(azetidin-1-yl)ethyl)amino)-2-methylphthalazin-1(2H)-one